OC(=O)C(F)(F)F.FC1=C(C(=O)NN)C=C(C=C1)OC(F)(F)F 2-fluoro-5-(trifluoromethoxy)benzohydrazide TFA salt